1-(4-((4-((1H-indazol-7-yl)amino)-7-methoxyquinazolin-6-yl)oxy)piperidin-1-yl)prop-2-en-1-one N1N=CC2=CC=CC(=C12)NC1=NC=NC2=CC(=C(C=C12)OC1CCN(CC1)C(C=C)=O)OC